C(CC=C)N(C1=C(C=C(C(=N1)C(=O)OC)[N+](=O)[O-])C(F)(F)F)C methyl 6-[but-3-enyl(methyl)amino]-3-nitro-5-(trifluoromethyl)pyridine-2-carboxylate